5-(5-nitro-2-((tetrahydro-2H-pyran-4-yl)oxy)phenyl)-2-trityl-2H-tetrazole [N+](=O)([O-])C=1C=CC(=C(C1)C=1N=NN(N1)C(C1=CC=CC=C1)(C1=CC=CC=C1)C1=CC=CC=C1)OC1CCOCC1